The molecule is a steroid glucosiduronic acid that is 5alpha-androstane-3beta,17beta-diol having a single beta-D-glucuronic acid residue attached at position 17. It is a steroid glucosiduronic acid, a beta-D-glucosiduronic acid and a 3beta-hydroxy steroid. It derives from a 5alpha-androstane-3beta,17beta-diol. It is a conjugate acid of a 5alpha-androstane-3beta,17beta-diol 17-O-(beta-D-glucuronide)(1-). C[C@]12CC[C@@H](C[C@@H]1CC[C@@H]3[C@@H]2CC[C@]4([C@H]3CC[C@@H]4O[C@H]5[C@@H]([C@H]([C@@H]([C@H](O5)C(=O)O)O)O)O)C)O